BrC=1C=C2C(=NC(=NN2C1)Cl)N(C(OC(C)(C)C)=O)CC1=NC=NC=C1 tert-butyl (6-bromo-2-chloropyrrolo[2,1-f][1,2,4]triazin-4-yl)(pyrimidin-4-ylmethyl)carbamate